BrC1=C(C=CC=C1)C(SCC=O)(C1=CC=CC=C1)C1=CC(=C(C(=C1)C(C)(C)C)O)C(C)(C)C 2-(((2-bromophenyl)(3,5-bis-tert-butyl-4-hydroxyphenyl)(phenyl)methyl)thio)acetaldehyde